FC1=CC=C(C=C1)C(N1C(CN(CC1)C1=CC(N(C=2C=CC(=NC12)C#N)C)=O)C(C)(C)O)C1=CC=C(C=C1)F 8-(4-(bis(4-fluorophenyl)methyl)-3-(2-hydroxy-prop-2-yl)piperazin-1-yl)-5-methyl-6-oxo-5,6-dihydro-1,5-naphthyridine-2-carbonitrile